FC(S(=O)(=O)OC1=NC(=C(C2=C1C=CS2)C2=C(C=C(C=C2OCCOC)F)F)C2=NN1C(CN([C@@H](C1)C)C(C=C)=O)=C2)(F)F [7-[2,4-difluoro-6-(2-methoxyethoxy) phenyl]-6-[(6R)-6-methyl-5-prop-2-enoyl-6,7-dihydro-4H-pyrazolo[1,5-a]pyrazin-2-yl] thieno[3,2-c]pyridin-4-yl] trifluoromethanesulfonate